N-[4-[5-(2,6-dioxocyclohexanecarbonyl)-3-methyl-6-oxo-pyridazin-1-yl]phenyl]acetamide O=C1C(C(CCC1)=O)C(=O)C1=CC(=NN(C1=O)C1=CC=C(C=C1)NC(C)=O)C